ethyl 1-((S)-1-(4-methyl-6-((1R,5S)-2-oxo-3-azabicyclo[3.1.0]hexan-3-yl)pyridin-3-yl)ethyl)-1H-1,2,3-triazole-4-carboxylate CC1=C(C=NC(=C1)N1C([C@@H]2C[C@@H]2C1)=O)[C@H](C)N1N=NC(=C1)C(=O)OCC